ClC=1C(=CC=C2N=CC(=NC12)C=1C=NN(C1)C1CN(C1)C(=O)OC1=CC=C(C=C1)[N+](=O)[O-])OC1=CC2=C(N=C(N2COCC[Si](C)(C)C)C)C=C1 (4-nitrophenyl) 3-[4-[8-chloro-7-[2-methyl-3-(2-trimethylsilylethoxymethyl) benzimidazol-5-yl]oxy-quinoxalin-2-yl]pyrazol-1-yl]azetidine-1-carboxylate